6-cyclopropaneamido-4-({5-fluoro-3-[5-(1-hydroxycyclobutyl)pyrazin-2-yl]-2-methoxyphenyl}amino)-N-(2H3)methylpyridazine-3-carboxamide C1(CC1)C(=O)NC1=CC(=C(N=N1)C(=O)NC([2H])([2H])[2H])NC1=C(C(=CC(=C1)F)C1=NC=C(N=C1)C1(CCC1)O)OC